C(C=C)OCCCCOC(=O)OC=1C=C2C=CC(=CC2=CC1)C(=O)OC1=CC=C(C=C1)OC(=O)C1=CC2=CC=C(C=C2C=C1)OC(=O)OCCCCOCC=C 6-(4-prop-2-enyloxy-butoxycarbonyloxy)naphthalene-2-carboxylic acid [4-[6-(4-prop-2-enyloxy-butoxycarbonyloxy) naphthalene-2-carbonyl] oxyphenyl] ester